di-n-butoxy bis(ethylacetoacetate) zirconium [Zr].C(C)CC(CC(=O)OOCCCC)=O.C(C)CC(CC(=O)OOCCCC)=O